ethyl 1-(indolin-4-yl)-5-(trifluoromethyl)-1H-pyrazole-4-carboxylate N1CCC2=C(C=CC=C12)N1N=CC(=C1C(F)(F)F)C(=O)OCC